S1C=NC2=C1C=CC(=C2)NC(=O)[C@H]2CN(CC2)S(=O)(=O)C=2C=CC1=C(CCO1)C2Br (R)-N-(benzo[d]thiazol-5-yl)-1-((4-bromo-2,3-dihydrobenzofuran-5-yl)sulfonyl)pyrrolidine-3-carboxamide